C(C)(C)N(C(=O)C1=C(OC=2C(=NC=NC2)N2CC3(C2)CCN(CC3)CC=3CC=NCC3)C=CC(=C1)F)C(C)C 4-((2-(5-(2-(diisopropylcarbamoyl)-4-fluorophenoxy)pyrimidin-4-yl)-2,7-Diazaspiro[3.5]nonan-7-yl)methyl)-3,6-dihydropyridine